C(C)(C)(C)C1OCC2=C1C=CC=C2C(C)(C)C 3,7-di-tert-butyl-2(3H)-benzofuran